BrC=1N(N=C2C1CN(CC2)C(=O)OC(C)(C)C)C2=C(C=CC=C2CC)CC tert-Butyl 3-bromo-2-(2,6-diethylphenyl)-6,7-dihydro-4H-pyrazolo[4,3-c]pyridine-5-carboxylate